CC1(CCN(CC1)C=1OC2=C(C=C(C=C2C(C1)=O)C)[C@@H](C)NC1=NC=NC=C1C(=O)O)C (R)-4-((1-(2-(4,4-dimethylpiperidin-1-yl)-6-methyl-4-oxo-4H-chromen-8-yl)ethyl)amino)pyrimidine-5-carboxylic acid